5-(trifluoromethyl)oxolane-2-carboxamide FC(C1CCC(O1)C(=O)N)(F)F